NC1=NC=CC=C1C1=NC=2C(=NC(=CC2)C2=CC=CC=C2)N1C1=CC=C(CN(C2=CC(=C(C=O)C=C2)OC)C)C=C1 4-((4-(2-(2-Aminopyridin-3-yl)-5-phenyl-3H-imidazo[4,5-b]pyridin-3-yl)benzyl)(methyl)amino)-2-methoxybenzaldehyde